C(C)(=O)N[C@@H](CCO)C(=O)O (+)-acetylhomoserine